C1(=C(C=CC=C1)NC(CN(S(=O)(=O)C)C1=CC(=CC=C1)C(C)=O)=O)C1=CC=CC=C1 N-([1,1'-Biphenyl]-2-yl)-2-(N-(3-acetylphenyl)methylsulfonamido)acetamid